ClC=1C=2N(C=CC1)N=C(C2)[C@@H]2N(CCC1=C2N=CN1)C(=O)C=1OC(=NN1)C=1C=NN(C1)C(F)F (R)-(4-(4-chloropyrazolo[1,5-a]pyridin-2-yl)-6,7-dihydro-1H-imidazo[4,5-c]pyridin-5(4H)-yl)(5-(1-(difluoromethyl)-1H-pyrazol-4-yl)-1,3,4-oxadiazol-2-yl)methanone